(E)-3-(7-amino-8-oxo-6,7,8,9-tetrahydro-5H-pyrido[2,3-b]azepin-3-yl)-N-((7-chloro-3-methylbenzofuran-2-yl)methyl)-N-methylacrylamide 2,2,2-trifluoroacetate FC(C(=O)O)(F)F.NC1CCC2=C(NC1=O)N=CC(=C2)/C=C/C(=O)N(C)CC=2OC1=C(C2C)C=CC=C1Cl